2,2-dipropyl-1,3-diethoxypropane C(CC)C(COCC)(COCC)CCC